OCCC1=C(C=CC=C1)NC(=O)NC1=CC(=CC=C1)OC(F)(F)F 1-[2-(2-hydroxyethyl)phenyl]-3-(3-trifluoromethoxyphenyl)urea